2-hydroxy-4-(2-methoxy-3-o-fluorophenyl-benzyloxy)-5-chlorobenzaldehyde OC1=C(C=O)C=C(C(=C1)OCC1=C(C(=CC=C1)C1=C(C=CC=C1)F)OC)Cl